NCCCS(=O)(=O)[O-] Homotaurinate